OC1=C(C=CC(=C1)O)C1=NC=2C(=C3C(=NC2)NC=C3)N1C1CN(CC1)C(C=C)=O 1-(3-(2-(2,4-Dihydroxyphenyl)imidazo[4,5-d]pyrrolo[2,3-b]pyridin-1(6H)-yl)pyrrolidin-1-yl)prop-2-en-1-one